3-[5-(4-chloro-phenyl)-2,3-dimethyl-isoOxazolidin-3-yl]Pyridine ClC1=CC=C(C=C1)C1CC(N(O1)C)(C)C=1C=NC=CC1